FC(C(=O)O)(F)F.OC1=CC=C(CNC([C@@H](CCCN\C(=N/C(NCCNC(CC)=O)=O)\N)NC([C@H](C2=CC=CC=C2)N2CC3=CC=CC=C3C2)=O)=O)C=C1 (R)-N-(4-hydroxybenzyl)-2-((S)-2-(isoindolin-2-yl)-2-phenylacetamido)-5-((Z)-2-((2-propionamidoethyl)carbamoyl)guanidino)pentanamide 2,2,2-trifluoroacetate